OC1(CCC(CC1)[C@H]1NC2=C(OC1)C=C(C=C2[N+](=O)[O-])S(=O)(=O)N)C (R)-3-(4-hydroxy-4-methylcyclohexyl)-5-nitro-3,4-dihydro-2H-benzo[b][1,4]-oxazine-7-sulfonamide